C1(=CC=CC=C1)C1=CC(C2=CC=CC=C12)=[Ru-2](Cl)Cl 3-phenyl-1H-inden-1-ylidene-ruthenium(II) dichlorid